ClC=1C=C(CC2CC(NC2)C(=O)N)C=CC1 4-(3-chlorobenzyl)pyrrolidine-2-carboxamide